C1(=CC=CC=C1)S(=O)(=O)\C(\C(=O)OC)=C\N(C)C methyl (E)-2-(benzenesulfonyl)-3-(dimethylamino)prop-2-enoate